ClCC(=O)NC1=CC(=CC(=C1)NC1C(NC(CC1)=O)=O)Cl 2-chloro-N-(3-chloro-5-((2,6-dioxopiperidin-3-yl)amino)phenyl)acetamide